(S)-4-amino-3-(3-(1-(5-fluoro-3-methylbenzofuran-2-yl)-2-methylpropyl)thioureido)benzenesulfonamide NC1=C(C=C(C=C1)S(=O)(=O)N)NC(=S)N[C@@H](C(C)C)C=1OC2=C(C1C)C=C(C=C2)F